5-amino-1-(3,3-dimethyltetrahydropyran-4-yl)-3-[4-[[(2-methoxybenzoyl)amino]methyl]phenyl]pyrazole-4-carboxamide NC1=C(C(=NN1C1C(COCC1)(C)C)C1=CC=C(C=C1)CNC(C1=C(C=CC=C1)OC)=O)C(=O)N